CC1=CC=CC(=N1)NC(C1=CC(=CC=C1)S(NC1=CC=CC=C1)(=O)=O)=O N-(6-methylpyridin-2-yl)-3-(N-phenylsulfamoyl)benzamide